ethyl (7R)-2-[4-(2-methoxyphenoxy)phenyl]-7-[4-(2-nitrobenzene-1-sulfonyl)piperazin-1-yl]-4,5,6,7-tetrahydro-2H-pyrazolo[4,3-b]pyridine-3-carboxylate COC1=C(OC2=CC=C(C=C2)N2N=C3C(NCC[C@H]3N3CCN(CC3)S(=O)(=O)C3=C(C=CC=C3)[N+](=O)[O-])=C2C(=O)OCC)C=CC=C1